O1CS(C2=C1C=CC=C2)=O 2H-benzo[d][1,3]oxathiol-3-oxid